3-(3-Chloro-4-fluorophenyl)-1-((4-(2-ethoxyethyl)-5-(trifluoromethyl)-1H-pyrazol-3-yl)methyl)-1-(6-methoxypyridin-3-yl)urea ClC=1C=C(C=CC1F)NC(N(C=1C=NC(=CC1)OC)CC1=NNC(=C1CCOCC)C(F)(F)F)=O